C(C)(C)(C)OC(=O)N1C[C@H](CC1)C1=NC(=C2N1C=CN=C2N)I (3S)-3-{8-amino-1-iodoimidazo[1,5-a]pyrazin-3-yl}pyrrolidine-1-carboxylic acid tert-butyl ester